ClCC=1C=NN(C1C(=O)OCC)C1=CC=C(C=C1)Cl ethyl 4-(chloromethyl)-1-(4-chlorophenyl)-1H-pyrazole-5-carboxylate